6-Hydroxy-5-((2-methoxy-5-methyl-4-sulfophenyl)azo)-2-naphthalenesulfonic acid OC=1C(=C2C=CC(=CC2=CC1)S(=O)(=O)O)N=NC1=C(C=C(C(=C1)C)S(=O)(=O)O)OC